C1(CC1)SC1=CC=C(C=C1)N1B(C2=C(C(=N1)CCC)C=CC=C2)O 2-[p-(Cyclopropylthio)phenyl]-4-propyl-1,2-dihydro-2,3,1-benzodiazaborinin-1-ol